5-methylpiperazin CC1NCCNC1